1,3-diisopropenylbenzene C(=C)(C)C1=CC(=CC=C1)C(=C)C